C[C@@]12CCC/C(/[C@@H]2CC[C@@H]1[C@H](C)CCN1CCOCC1)=C\C=C1C[C@H](C[C@@H](C1)O)O (1R,3R)-5-(2-((1R,3aS,7aR,E)-7a-methyl-1-((R)-4-morpholinobutan-2-yl)octahydro-4H-inden-4-ylidene)ethylidene)cyclohexane-1,3-diol